racemic-tert-butyl 5-{[2-(4-chlorophenyl)imidazo[1,2-a]pyrimidin-3-yl]methyl}-2,5-diazabicyclo[2.2.2]octane-2-carboxylate ClC1=CC=C(C=C1)C=1N=C2N(C=CC=N2)C1CN1C2CN(C(C1)CC2)C(=O)OC(C)(C)C